CC=1C(=NC=CN1)C(=O)O 3-methylpyrazine-2-carboxylic acid